N1=CC=C(C=C1)C1=CC=C(C[N+]2=NOC(=C2)[N-]C(NC2=CC(=CC=C2)C(F)(F)F)=O)C=C1 (3-(4-(pyridin-4-yl)benzyl)-1,2,3-oxadiazol-3-ium-5-yl)((3-(trifluoromethyl)phenyl)carbamoyl)amide